C(C)N1C[C@@H](CC1)N1N=C(C(=C1)NC1=NC=C(C(=N1)NCCCN1C(CCCC1)=O)C(F)(F)F)C |r| rac-(R)-1-(3-((2-((1-(1-ethylpyrrolidin-3-yl)-3-methyl-1H-pyrazol-4-yl)amino)-5-(trifluoromethyl)pyrimidin-4-yl)amino)propyl)piperidin-2-one